C1(=CC=CC=C1)P(CC(N(CC(C)C)CC(C)C)=O)=O phenyl-N,N-diisobutylcarbamoylmethylphosphine oxide